4-(5-(4-aminopiperidin-1-yl)-8-(3-hydroxy-4-(trifluoromethyl)phenyl)imidazolo[1,2-c]pyrimidin-7-yl)-2-fluorobenzonitrile NC1CCN(CC1)C1=NC(=C(C=2N1C=CN2)C2=CC(=C(C=C2)C(F)(F)F)O)C2=CC(=C(C#N)C=C2)F